C(C)C1=CC(=NS1)C(=O)O 5-ethyl-1,2-thiazole-3-carboxylic acid